CN1C(N(C2=C1C=C(C(=C2)NC(C2=C(C=C(C=C2)O)OC)=O)OC(C)C)C)=O N-{1,3-dimethyl-2-oxo-6-[(propan-2-yl)oxy]-2,3-dihydro-1H-benzimidazol-5-yl}-4-hydroxy-2-methoxybenzamide